FC1=C(C(=C(C(=C1F)F)F)F)C(CC(=O)C1=C(C(=C(C(=C1F)F)F)F)F)=O 1,3-bis(perfluorophenyl)propane-1,3-dione